C(C)(C)(C)OC(=O)N1[C@@H]([C@@H]2C[C@@H]2C1)C(=O)O |o1:8,9,11| (1R*,2S*,5S*)-3-(tert-butoxycarbonyl)-3-azabicyclo[3.1.0]hexane-2-carboxylic acid